C(C)(C)(C)[Mg]Cl tertbutylmagnesium chloride